(R)-N-((R)-4-hydroxy-3-oxo-1-((R)-2-oxopyrrolidin-3-yl)butan-2-yl)-2-(4-methoxy-1H-indole-2-carbonyl)-2-azabicyclo[2.2.2]octane-3-carboxamide OCC([C@@H](C[C@@H]1C(NCC1)=O)NC(=O)[C@@H]1N(C2CCC1CC2)C(=O)C=2NC1=CC=CC(=C1C2)OC)=O